4-(2-{6-[(7R)-7-amino-2-azabicyclo[2.2.1]heptane-2-carbonyl]-3-methylpyrazolo[1,5-a]pyridin-2-yl}-1-(cyclopropylmethyl)-1H-indol-6-yl)phenyl-imidazolidin-2-one N[C@H]1C2N(CC1CC2)C(=O)C=2C=CC=1N(C2)N=C(C1C)C=1N(C2=CC(=CC=C2C1)C1=CC=C(C=C1)N1C(NCC1)=O)CC1CC1